C(C)(C)[C@@H]1CN(CCO1)C1=CC=C(C=C1)B1OC(C(O1)(C)C)(C)C (R)-2-isopropyl-4-(4-(4,4,5,5-tetramethyl-1,3,2-dioxaborolan-2-yl)phenyl)morpholine